N1=C(C=C(C=2CCCCC12)O)O 5,6,7,8-tetrahydro-quinoline-2,4-diol